C(C)(C)(C)OC(=O)N1C(CC1)COC1=CC=C(C=C1)C(NC=1C=C2CN(C(C2=CC1)=O)C1C(NC(CC1)=O)=O)=O ((4-((2-(2,6-dioxopiperidin-3-yl)-1-oxoisoindolin-5-yl)carbamoyl)phenoxy)methyl)azetidine-1-carboxylic acid tert-butyl ester